CC1=CC(=NC=N1)C1(CC1)C=O 1-(6-methyl-pyrimidin-4-yl)-cyclopropanecarboxaldehyde